N[C@H](C(=O)NCCCN=[N+]=[N-])CC1=CC=C(C=C1)N(CCCl)CCCl (S)-2-Amino-N-(3-azidopropyl)-3-(4-(bis(2-chloroethyl)amino)phenyl)propanamide